D-lysergic acid 3-pentyl amide CCC(CC)NC(=O)[C@H]1CN(C)[C@@H]2CC3=CNC4=CC=CC(C2=C1)=C34